Racemic-1-(6-fluoropyridin-3-yl)-3-(isoquinolin-4-yl)-2-oxoimidazoline-4-carbonitrile FC1=CC=C(C=N1)N1C(N([C@H](C1)C#N)C1=CN=CC2=CC=CC=C12)=O |r|